tert-butyl 6-(4-methylthiazol-5-yl)-2,6-diazaspiro[3.3]heptane-2-carboxylate CC=1N=CSC1N1CC2(CN(C2)C(=O)OC(C)(C)C)C1